BrC1=C(C(=C(C(=O)Cl)C=C1[N+](=O)[O-])F)F 4-bromo-2,3-difluoro-5-nitrobenzoyl chloride